1,5-Cyclohexadien-1-ol C1(=CCCC=C1)O